ClC=1C=C(C=CC1C)NC(=O)C1CN(C2=C(O1)C=CC=C2)S(=O)(=O)C2=C(C=CC=C2)[N+](=O)[O-] N-(3-chloro-4-methylphenyl)-4-((2-nitrophenyl)sulfonyl)-3,4-dihydro-2H-benzo[b][1,4]oxazine-2-carboxamide